(S)-1-(4-(7H-pyrrolo[2,3-d]pyrimidin-4-yl)piperazin-1-yl)-2-(4-chlorophenyl)-2-((S)-5-azaspiro[2.4]heptan-6-yl)ethan-1-one N1=CN=C(C2=C1NC=C2)N2CCN(CC2)C([C@H]([C@H]2NCC1(CC1)C2)C2=CC=C(C=C2)Cl)=O